BrC1=C(N)C=CC=C1CC 2-bromo-3-ethyl-aniline